3,5-dihydroxy-4,6,6-tris(3-methylbut-2-en-1-yl)-2-propionylcyclohexa-2,4-dien-1-one OC1=C(C(C(C(=C1CC=C(C)C)O)(CC=C(C)C)CC=C(C)C)=O)C(CC)=O